C[C@H]1NC(NC1)=O 4-(R)-methyl-imidazolidin-2-one